COC1=NC(=CC(=C1)C)OC 2,6-Dimethoxy-4-methylpyridine